CN1C=NC=C1CN1CC(CC1)(C1OCCC1)CCC1=CC=CC=C1 1-methyl-5-((3-phenethyl-3-(tetrahydrofuran-2-yl)pyrrolidin-1-yl)methyl)-1H-imidazole